2-methyl-2-({2-methyl-5-[(4-methyl-1,3-thiazol-5-yl)methoxy]-1-benzothiophen-3-yl}formamido)propanamide CC(C(=O)N)(C)NC(=O)C1=C(SC2=C1C=C(C=C2)OCC2=C(N=CS2)C)C